1-(6-o-methylbenzeneFormyl-9-ethylcarbazol-3-yl)-(3-cyclopentylacetone)-1-oxime CC1=C(C=CC=C1)C(C=1C=C2C=3C=C(C=CC3N(C2=CC1)CC)CC(=O)CC1CCCC1)=NO